2-(3-(4-(2-(4-acetyl-1,4-diazepan-1-yl)ethoxy)phenyl)ureido)-N-(4-(((2S,4R)-2-methyl-1-propionyl-1,2,3,4-tetrahydroquinolin-4-yl)amino)phenyl)acetamide C(C)(=O)N1CCN(CCC1)CCOC1=CC=C(C=C1)NC(NCC(=O)NC1=CC=C(C=C1)N[C@@H]1C[C@@H](N(C2=CC=CC=C12)C(CC)=O)C)=O